ClC1=C(C=CC=C1)C1=NC=2N(C(N(C(C2N1C1=CC=C(C=C1)Cl)=O)C)=O)CC1=CC=C(C=N1)S(=O)(=O)NCCO 6-[[8-(2-chlorophenyl)-7-(4-chlorophenyl)-1-methyl-2,6-dioxopurin-3-yl]methyl]-N-(2-hydroxyethyl)pyridine-3-sulfonamide